BrC(CC(CC(CC(CCCC(OC)OC(CCCC(CC(CC(CC(C)Br)C)C)C)OC)C)C)C)C 10-bromo-4,6,8-trimethylundecylmethoxymethyl ether